CC(C(=O)O)C(CC(=O)O)O 2-methyl-3-hydroxyglutaric acid